[2-(aminomethyl)-3,3-difluoro-allyl]-4-[[5-(2,1,3-benzooxadiazol-5-yl)-2-thienyl]methyl]-1,2,4-triazol-3-one trifluoroacetate salt FC(C(=O)O)(F)F.NCC(CC=1N(C(NN1)=O)CC=1SC(=CC1)C1=CC=2C(=NON2)C=C1)=C(F)F